C(C)(=O)NC1=CN(C2=CC=C(C=C12)COCC1=CC=C(C=C1)C(F)(F)F)C(=O)OC(C)(C)C tert-Butyl 3-acetamido-5-([[4-(trifluoromethyl)phenyl]methoxy]methyl)indole-1-carboxylate